((benzyloxy)carbonyl)amino-propanoic acid C(C1=CC=CC=C1)OC(=O)NC(C(=O)O)C